3-oxo-1,2-oxazinan O=C1NOCCC1